BrC1=CC=C(C=C1)C1=CC(=CC(=C1)C(F)(F)F)NC1=CC=C(C=C1)Cl 4'-bromo-N-(4-chlorophenyl)-5-(trifluoromethyl)-[1,1'-biphenyl]-3-amine